BrC1=C(C=C(C=C1C(F)(F)F)NC1=NC=C(C(=N1)NC(CC)CC)C)CO [2-bromo-5-[[4-(1-ethylpropylamino)-5-methyl-pyrimidin-2-yl]amino]-3-(trifluoromethyl)phenyl]methanol